(E)-3-(4-(trifluoromethoxy)benzylidene)-2,3-dihydropyrrolo[2,1-b]quinazolin-9(1H)-one FC(OC1=CC=C(\C=C\2/CCN3C2=NC=2C=CC=CC2C3=O)C=C1)(F)F